3,5-bis(6-methyl-2-nitrobenzoylamino)benzotrifluoride ethyl-1-chloroimidazo[1,2-a][1,7]naphthyridine-6-carboxylate C(C)OC(=O)C=1C=2N(C=3C(=NC=CC3C1)Cl)C=CN2.CC2=CC=CC(=C2C(=O)NC=2C=C(C=C(C2)NC(C2=C(C=CC=C2C)[N+](=O)[O-])=O)C(F)(F)F)[N+](=O)[O-]